2,2-Difluoro-3-((1S,3R)-1-(2-(((3S,4R)-4-fluoro-1-(3-fluoropropyl)pyrrolidin-3-yl)oxy)thiazol-5-yl)-3-methyl-1,3,4,9-tetrahydro-2H-pyrido[3,4-b]indol-2-yl)propan-1-ol FC(CO)(CN1[C@@H](C=2NC3=CC=CC=C3C2C[C@H]1C)C1=CN=C(S1)O[C@H]1CN(C[C@H]1F)CCCF)F